2-(1-acryloylazetidin-3-yl)-6-(3-hydroxynaphthalen-1-yl)imidazo[1,5-a]pyridin-3(2H)-one C(C=C)(=O)N1CC(C1)N1C(N2C(C=CC(=C2)C2=CC(=CC3=CC=CC=C23)O)=C1)=O